4-((R)-2-azidobut-2-yl)-6-chloro-1-((1s,3S)-3-(methylsulfonyl)cyclobutoxy)-2,7-naphthyridine N(=[N+]=[N-])[C@](C)(CC)C1=CN=C(C2=CN=C(C=C12)Cl)OC1CC(C1)S(=O)(=O)C